5-[4-{[(2S)-2-hydroxypropyl]amino}-3-(trifluoromethyl)phenyl]-3,6-dihydro-2H-1,3,4-oxadiazin-2-one O[C@H](CNC1=C(C=C(C=C1)C1=NNC(OC1)=O)C(F)(F)F)C